(4,8,12,16-tetramethylheptadeca-3-enoyl)propanediol CC(=CCC(=O)C(CC)(O)O)CCCC(CCCC(CCCC(C)C)C)C